CC=1C(C=CC1)([Zr](C=1C(C2=CC=C(C=C2C1)C)C)C)C dimethylmethylcyclopentadienyl-(1,5-dimethylindenyl)zirconium